ClC=1C(=C2C(N(CN(C2=CC1)C1=C(C=C(C=C1)OC(F)(F)F)C)C=1C(=NC(=CC1)OC)C)=O)F 6-chloro-5-fluoro-3-(6-methoxy-2-methylpyridin-3-yl)-1-(2-methyl-4-(trifluorometh-oxy)phenyl)-2,3-dihydroquinazolin-4(1H)-one